CC(C(=O)OCCOCC)C(C(C)C)C 2-ethoxyethyl 2,3,4-trimethylpentanoate